NCCC1=C2C=CC=C(C2=CC=C1)S(=O)(=O)O 5-(2'-aminoethyl)naphthalene-1-sulfonic acid